C1CCC2=C(C=3CCCC3C=C12)NC(=O)NS(=O)(=N)C=1C=NN2C1SCCC2 N-((1,2,3,5,6,7-hexahydro-s-indacen-4-yl)carbamoyl)-6,7-dihydro-5H-pyrazolo[5,1-b][1,3]thiazine-3-sulfonimidamide